3-[4-(3-hydroxy-1,2,4-thiadiazol-5-yl)pyridin-1-ium-1-yl]propanoic acid bromide OC1=NSC(=N1)C1=CC=[N+](C=C1)CCC(=O)Br